3-AMINO-5-CYCLOPROPOXYPICOLINALDEHYDE NC=1C(=NC=C(C1)OC1CC1)C=O